ethyl 2-[2-(2-fluoropropionyl) hydrazino]-2-oxo-acetate FC(C(=O)NNC(C(=O)OCC)=O)C